NC=1C(=NC(=C(N1)SC)Cl)C(=O)OC Methyl 3-amino-6-chloro-5-methylsulfanyl-pyrazine-2-carboxylate